1-{2-[4-(benzyloxy)butoxy]-4-(4,4,5,5-tetramethyl-1,3,2-dioxaborolan-2-yl)phenyl}-4-methylpiperazine C(C1=CC=CC=C1)OCCCCOC1=C(C=CC(=C1)B1OC(C(O1)(C)C)(C)C)N1CCN(CC1)C